Racemic-2-((2R,5S)-2-(2-(1-(dimethylamino)ethyl)benzo[d]thiazol-5-yl)-5-methylpiperidin-1-yl)-2-oxo-N-(1H-pyrazolo[4,3-c]pyridin-7-yl)acetamide CN([C@H](C)C=1SC2=C(N1)C=C(C=C2)[C@@H]2N(C[C@H](CC2)C)C(C(=O)NC=2C1=C(C=NC2)C=NN1)=O)C |&1:2|